ClC=1C=CC2=C([C@](C(CCN2C(=O)C2=CC=C(C=C2)NC(C2=C(C=CC(=C2)F)C)=O)(F)F)(CO)O)C1 N-{4-[(5R)-7-chloro-4,4-difluoro-5-hydroxy-5-(hydroxymethyl)-2,3,4,5-tetrahydro-1H-1-benzazepine-1-carbonyl]phenyl}-5-fluoro-2-methylbenzamide